C(C)(C)(C)OC(NCCN(C)CCN1C(C2=CC=CC=C2C1=O)=O)=O (2-((2-(1,3-dioxoisoindolin-2-yl)ethyl)(methyl)amino)ethyl)carbamic acid tert-butyl ester